((5-fluoro-4-(1-(2-hydroxy-2-methylpropyl)-1H-pyrazol-4-yl)pyrimidin-2-yl)amino)-3-methylbenzenesulfonamide FC=1C(=NC(=NC1)NC1=C(C=CC=C1C)S(=O)(=O)N)C=1C=NN(C1)CC(C)(C)O